1-(3,5-dichlorophenyl)-3-methyl-N-[(2-methylsulfanylpyrimidin-4-yl)methyl]-5-oxopyrrolidine-3-carboxamid ClC=1C=C(C=C(C1)Cl)N1CC(CC1=O)(C(=O)NCC1=NC(=NC=C1)SC)C